tert-butyl (3R,4R)-4-(((7-((tert-butoxycarbonyl) (4-(3-methylpyridin-2-yl) benzyl) amino)-3-isopropylpyrazolo[1,5-a]pyrimidin-5-yl) amino) methyl)-3-hydroxypiperidine-1-carboxylate C(C)(C)(C)OC(=O)N(C1=CC(=NC=2N1N=CC2C(C)C)NC[C@@H]2[C@H](CN(CC2)C(=O)OC(C)(C)C)O)CC2=CC=C(C=C2)C2=NC=CC=C2C